NC=1N=CC2=C(N1)N(C=C2)C=2C=CC(=C(C2)C#CC(C)(O)C=2SC=CN2)C 4-(5-(2-amino-7H-pyrrolo[2,3-d]pyrimidin-7-yl)-2-methylphenyl)-2-(thiazol-2-yl)but-3-yn-2-ol